NC=1N=C(SC1C(=O)C1=CC(=NO1)C(=O)NC1CC(C1)(F)F)N(C1=CC=C(C=C1)F)[C@H](C(=O)N)C (S)-5-[4-Amino-2-(N-(2-amino-1-methyl-2-oxoethyl)-4-fluoroanilino)thiazol-5-carbonyl]-N-(3,3-difluorocyclobutyl)isoxazol-3-carboxamid